N-(benzofuran-3-yl)-3,4-dihydro-isoquinoline-2(1H)-carboxamide O1C=C(C2=C1C=CC=C2)NC(=O)N2CC1=CC=CC=C1CC2